(2R,3R,4R,5S)-2-(hydroxymethyl)-1-(((S)-1-(4-(trifluoromethyl)thiazol-2-yl)piperidin-3-yl)methyl)piperidine-3,4,5-triol OC[C@H]1N(C[C@@H]([C@H]([C@@H]1O)O)O)C[C@H]1CN(CCC1)C=1SC=C(N1)C(F)(F)F